BrC1=C(C[C@@]2(NCCC2)C(=O)O)C=CC=C1 α-(2-bromobenzyl)-proline